N1C(CNCCC1)C1=CC=C(C=C1)O 4-(1,4-diazepan-2-yl)phenol